C(C)(=O)N1CC2(C1)CC(C2)NCC=2C=CC(=NC2)C(=O)NC2=C(C(=CC=C2)C2=C(C(=NC=C2)C2=CC(=C(C=C2)CNC[C@H]2NC(CC2)=O)OC)Cl)Cl (S)-5-(((2-Acetyl-2-azaspiro[3.3]heptan-6-yl)amino)methyl)-N-(2-chloro-3-(3-chloro-2-(3-methoxy-4-((((5-oxopyrrolidin-2-yl)methyl)amino)methyl)phenyl)pyridin-4-yl)phenyl)picolinamide